N-((1-((6-(3,5-dichlorophenyl)-2-((6-(piperazin-1-yl)pyridin-3-yl)oxy)pyrimidin-4-yl)methyl)piperidin-4-yl)methyl)acetamide ClC=1C=C(C=C(C1)Cl)C1=CC(=NC(=N1)OC=1C=NC(=CC1)N1CCNCC1)CN1CCC(CC1)CNC(C)=O